Tert-butyl (6-bromo-1-(2-(2-ethoxy-5-fluorophenyl)-2-oxoethyl)-5-methyl-2,4-dioxo-1,4-dihydrothieno[2,3-d]pyrimidin-3(2H)-yl)(methyl)carbamate BrC1=C(C2=C(N(C(N(C2=O)N(C(OC(C)(C)C)=O)C)=O)CC(=O)C2=C(C=CC(=C2)F)OCC)S1)C